FC1=CC=C(C(=C1[C@H]([C@@H](C=1OC(NN1)=O)NS(=O)(=O)N1C[C@@H]2[C@H](C1)CCC2)C)C)C (3aR,6aS)-N-((1S,2R)-2-(6-Fluoro-2,3-dimethylphenyl)-1-(5-oxo-4,5-dihydro-1,3,4-oxadiazol-2-yl)propyl)hexahydrocyclopenta[c]pyrrole-2(1H)-sulfonamide